ClC=1C=CC=NC1C1COC(OC1)(C)C 5-chloro-6-(2,2-dimethyl-1,3-dioxan-5-yl)pyridin